BrC=1C=2C(N=C3N(C2C=CC1)C1=C(C32CCCCC2)C=NC(=N1)C1CCNCC1)=O 4'-bromo-10'-(piperidin-4-yl)-5'H-spiro[cyclohexane-1,7'-pyrimido[5',4':4,5]pyrrolo[1,2-a]quinazolin]-5'-one